N-(4-cyano-2,6-diisopropyl-phenyl-carbamoyl)-4-(2-hydroxy-propan-2-yl)benzene-sulfonamide C(#N)C1=CC(=C(C(=C1)C(C)C)NC(=O)NS(=O)(=O)C1=CC=C(C=C1)C(C)(C)O)C(C)C